tert-butyl N-[(1S,2R,4S)-4-[10-(benzenesulfonyl)-4-oxo-3,5,8,10-tetrazatricyclo[7.3.0.02,6]dodeca-1,6,8,11-tetraen-3-yl]-2-[tert-butyl(dimethyl)silyl]oxy-cyclopentyl]carbamate C1(=CC=CC=C1)S(=O)(=O)N1C2=NC=C3NC(N(C3=C2C=C1)[C@@H]1C[C@H]([C@H](C1)NC(OC(C)(C)C)=O)O[Si](C)(C)C(C)(C)C)=O